O1[C@@H](CC1)C(=O)OCC ethyl (S)-oxetane-2-carboxylate